ethylimino-[2-(3-ethylsulfonyl-2-pyridyl)-1,3-benzoxazol-5-yl]-oxo-(trifluoromethyl)-λ6-sulfane C(C)N=S(C(F)(F)F)(=O)C=1C=CC2=C(N=C(O2)C2=NC=CC=C2S(=O)(=O)CC)C1